2-((3-(5-((3-(3-chloro-4-methylphenyl)ureido)methyl)-1-oxoisoindolin-2-yl)-2,6-dioxopiperidin-1-yl)methyl)acrylic acid ClC=1C=C(C=CC1C)NC(NCC=1C=C2CN(C(C2=CC1)=O)C1C(N(C(CC1)=O)CC(C(=O)O)=C)=O)=O